triethoxy-(2,4,4-trimethylpentyl-silane) C(C)O[Si](CC(CC(C)(C)C)C)(OCC)OCC